ClC=1C=C(C=2N(N1)C(=NN2)C=2C=NC=CC2)NCC2=NC=CC=C2 6-chloro-3-(3-pyridyl)-N-(2-pyridylmethyl)-[1,2,4]triazolo[4,3-b]pyridazin-8-amine